[C@H]12CN(C[C@H](CC1)N2)C2=NC(=NC=1CC3(CCC21)CCCC2=CC=CC=C23)OC[C@H]2N(CCC2)C 4'-((1R,5S)-3,8-diazabicyclo[3.2.1]octan-3-yl)-2'-(((S)-1-methylpyrrolidin-2-yl)methoxy)-3,4,5',8'-tetrahydro-2H,6'H-spiro[naphthalene-1,7'-quinazoline]